2-((4-(1-(4-chlorophenyl)-2-methylpropyl)piperazin-1-yl)methyl)-4-(methyl(2-(pyrrolidin-1-yl)ethyl)amino)benzonitrile ClC1=CC=C(C=C1)C(C(C)C)N1CCN(CC1)CC1=C(C#N)C=CC(=C1)N(CCN1CCCC1)C